ethyl (R)-3-(1-amino-8-azaspiro[4.5]decan-8-yl)-5-methylpyrazine-2-carboxylate N[C@@H]1CCCC12CCN(CC2)C=2C(=NC=C(N2)C)C(=O)OCC